Dotriacont-1-ene C=CCCCCCCCCCCCCCCCCCCCCCCCCCCCCCC